NC1=NNC2=C(C=CC(=C12)C=1C=C2C=CC=C(C2=CC1)C(=O)NC1=CC=CC=C1)F 6-(3-amino-7-fluoro-1H-indazol-4-yl)-N-phenyl-1-naphthalenecarboxamide